(2-fluoro-5-(2-(3-fluoroazetidin-1-yl)ethyl)phenyl)methylamine FC1=C(C=C(C=C1)CCN1CC(C1)F)CN